NC1=NC=C(C=C1O[C@H](C)C=1C=C(C=CC1)NC(C1=CC(=CC=C1)C1CC1)=O)C=1C=NN(C1)C (R)-N-(3-(1-((2-Amino-5-(1-methyl-1H-pyrazol-4-yl)pyridin-3-yl)oxy)ethyl)phenyl)-3-cyclopropylbenzamid